CC(C(=O)N)(C(N1CC(NC2=CC=CC=C12)=O)=O)C dimethyl-3-oxo-3-(3-oxo-3,4-dihydroquinoxalin-1(2H)-yl)propanamide